2-(9H-carbazole-3-yl)-2-oxoacetic acid methyl ester COC(C(=O)C=1C=CC=2NC3=CC=CC=C3C2C1)=O